trihydrogen pyrophosphate OP(O)(=O)OP(=O)(O)[O-]